8-(6-chloro-5-fluoropyridin-3-yl)-1,4-dioxa-8-azaspiro[4.5]decane ClC1=C(C=C(C=N1)N1CCC2(OCCO2)CC1)F